FC(F)(F)C1=NN2C(C(N1)=O)=CC=CC2=O (Trifluoromethyl)-3H-pyrido[2,1-f][1,2,4]triazine-4,8-dione